N1N=CN=C1[C@@H]1CN(CC1)C(=O)N1CC2(C1)CC(C2)CC2=NC=CC(=C2)C(F)(F)F [(3S)-3-(1H-1,2,4-Triazol-5-yl)pyrrolidin-1-yl]-[6-[[4-(trifluoromethyl)-2-pyridyl]methyl]-2-azaspiro[3.3]heptan-2-yl]methanone